3-methyl-N-(quinolin-8-yl)but-3-enamide CC(CC(=O)NC=1C=CC=C2C=CC=NC12)=C